C1(CCCCC1)C1=CN=CC=2N1C(=C(N2)C2=C(C=C(C=C2)C=2C(=NOC2C)C)OC)N cyclohexyl-2-(4-(3,5-dimethylisoxazol-4-yl)-2-methoxyphenyl)imidazo[1,2-a]pyrazin-3-amine